CC1=CC(OC2=CC(=C(C=C12)C)NCC)=O 4,6-dimethyl-7-ethylamino-coumarin